(2E)-3-(4-hydroxy-3-methoxyphenyl)-N-[(2R,3R,4R,5S,6R)-2,4,5-trihydroxy-6-(hydroxymethyl)oxan-3-yl]prop-2-enamide OC1=C(C=C(C=C1)/C=C/C(=O)N[C@H]1[C@@H](O[C@@H]([C@H]([C@@H]1O)O)CO)O)OC